[1-(3-{[(1R,2S)-2-fluorocyclopropyl]carbamoyl}-8-(methylamino)imidazo[1,2-b]pyridazin-6-yl)-2,3-dihydroindol-4-yl]pyridine-3-carboxylic acid F[C@@H]1[C@@H](C1)NC(=O)C1=CN=C2N1N=C(C=C2NC)N2CCC1=C(C=CC=C21)C2=NC=CC=C2C(=O)O